C(C)(C)(C)C1=CC(=C(C=C1Cl)C=1NC2=CC=NC(=C2C(C1)=O)C1=CC=CC(=N1)C(=O)N)C 6-[2-(4-tert-butyl-5-chloro-2-methyl-phenyl)-4-oxo-1H-1,6-naphthyridin-5-yl]pyridine-2-carboxamide